3-Amino-2,2-dimethylpropionic acid NCC(C(=O)O)(C)C